Methyl (S)-2-(((benzyloxy) carbonyl) amino)-3,3-dicyclohexylpropionate C(C1=CC=CC=C1)OC(=O)N[C@H](C(=O)OC)C(C1CCCCC1)C1CCCCC1